FC1=C(C=C(C=C1)F)C1C(C1)NC(N([C@H]1CN(CCC1)C=1N=NC=CC1)C)=O 3-[2-(2,5-difluorophenyl)cyclopropyl]-1-methyl-1-[(3R)-1-(pyridazin-3-yl)piperidin-3-yl]urea